N-(4-bromo-2,6-dimethylbenzyl)benzenesulfonamide BrC1=CC(=C(CNS(=O)(=O)C2=CC=CC=C2)C(=C1)C)C